F[P-](F)(F)(F)(F)F.CN(C)C1OCCN(C1)OC1(C(C(=C(C(=C1F)F)F)F)F)C=[NH2+] 1-((dimethylamino)-(morpholino))oxypentafluorophenylmethaneiminium hexafluorophosphate